C(C1=CC=CC=C1)(C1=CC=CC=C1)N1CC(C1)(C(=O)O)C1=C(C=CC(=C1)OC)Br 1-benzhydryl-3-(2-bromo-5-methoxyphenyl)azetidine-3-carboxylic acid